CC1=NN(C=N1)C1=C(C=NC=C1)N 4-(3-methyl-1H-1,2,4-triazol-1-yl)pyridin-3-amine